[Br-].CN(C=1C=C(C=2C(C3=C(C=CC=C3N(C2C1)C1=CC=CC=C1)OC)C1=CC=C(C2=CC=CC=C12)F)OC)C 3-(dimethylamino)-9-(4-fluoronaphthalen-1-yl)-1,8-dimethoxy-10-phenylacridine bromide